O=C1NC(CC[C@@H]1N1C(C2=CC=C3C(=C2C1)OCC31CCN(CC1)CC1(CCN(CC1)C(=O)OC(C)(C)C)F)=O)=O tert-butyl (S)-4-((7-(2,6-dioxopiperidin-3-yl)-6-oxo-7,8-dihydro-2H,6H-spiro[furo[2,3-e]isoindole-3,4'-piperidin]-1'-yl)methyl)-4-fluoropiperidine-1-carboxylate